5-(4-(((tert-butoxycarbonyl)amino)methyl)phenyl)thiophene C(C)(C)(C)OC(=O)NCC1=CC=C(C=C1)C1=CC=CS1